C(#N)C1=C(C=C(C=C1)N1N=C(C=C1)CCCNC(C1=CC=C(C=C1)C#N)=O)C(F)(F)F N-(3-(1-(4-cyano-3-trifluoromethylphenyl)-1H-pyrazol-3-yl)propyl)-4-cyanobenzamide